FC1=CC=C(C=C1)NC(=O)C=1C2=C(SC1NC(C(F)(F)Cl)=O)CCCCC2 2-(2-chloro-2,2-difluoro-acetylamino)-5,6,7,8-tetrahydro-4H-cyclohepta[b]thiophene-3-carboxylic acid (4-fluoro-phenyl)-amide